3-(1-oxo-5-(4-(3-(3-((4-((5-(trifluoro-methyl)pyrimidin-2-yl)amino)piperidin-1-yl)sulfonyl)phenoxy)azetidin-1-yl)piperidin-1-yl)isoindolin-2-yl)piperidine-2,6-dione O=C1N(CC2=CC(=CC=C12)N1CCC(CC1)N1CC(C1)OC1=CC(=CC=C1)S(=O)(=O)N1CCC(CC1)NC1=NC=C(C=N1)C(F)(F)F)C1C(NC(CC1)=O)=O